ClC1=C(C=CC=C1OCCC)B(O)O 2-CHLORO-3-PROPOXYPHENYLBORONIC ACID